2-methoxy-4-(methyl-sulfonyl)-aniline COC1=C(N)C=CC(=C1)S(=O)(=O)C